tert-butyl 5-(6-amino-5-(benzyloxy)pyrazin-2-yl)-3,6-dihydropyridine-1(2H)-carboxylate NC1=C(N=CC(=N1)C1=CCCN(C1)C(=O)OC(C)(C)C)OCC1=CC=CC=C1